CC1=C(C(=NC(=N1)NC1=C(C=C(C(=C1)NC(C=C)=O)N(C)CCN(C)C)OC)NC1=C(C=CC=C1)N1N=CC=C1)C(=O)OC1=CC=C(C=C1C)O p-hydroxycresol Methyl-4-((2-(1H-pyrazol-1-yl)phenyl)amino)-2-((5-acrylamido-4-((2-(dimethylamino)ethyl)(methyl)amino)-2-methoxyphenyl)amino)pyrimidin-5-carboxylate